2-(3-(8-amino-6-bromoimidazo[1,2-a]pyrazin-3-yl)-4-methylphenyl)-1,1-difluoropropan-2-ol NC=1C=2N(C=C(N1)Br)C(=CN2)C=2C=C(C=CC2C)C(C(F)F)(C)O